1-methyl-1,4,6,7-tetrahydro-5H-imidazo[4,5-c]pyridine CN1C=NC=2CNCCC21